Cl.CC1=C(C=CC(=C1)C1=CC=NC=2N1N=C(C2)C=2C=NN(C2)C)CN (2-methyl-4-(2-(1-methyl-1H-pyrazol-4-yl)pyrazolo[1,5-a]pyrimidin-7-yl)phenyl)methanamine hydrochloride